3-(5-methyl-1-(3-(1-methyl-1H-pyrazol-4-yl)propyl)-1,2,5,6-tetrahydropyridin-3-yl)-1H-pyrrolo[2,3-b]pyridine CC1C=C(CN(C1)CCCC=1C=NN(C1)C)C1=CNC2=NC=CC=C21